OC12CC3(C[C@H](C[C@@H](C1)C3)C2)NC(NC2=C(C(=O)NCC(C)C)C=CC=C2)=O (3-((1r,3s,5R,7S)-3-hydroxyadamantan-1-yl)ureido)-N-isobutylbenzamide